CC(C)(C)C=1C=C(CN2C(N(C(N(C2=O)CC2=CC(=C(C(=C2)C(C)(C)C)O)C(C)(C)C)=O)CC2=CC(=C(C(=C2)C(C)(C)C)O)C(C)(C)C)=O)C=C(C1O)C(C)(C)C 1,3,5-tris[3,5-bis(1,1-dimethylethyl)4-hydroxybenzyl]-1h,3h,5h-1,3,5-triazine-2,4,6-trione